isopropylcarbamimidothioate C(C)(C)NC(=N)[S-]